C(C1=CC=CC=C1)[C@]1(O)[C@H](O)[C@@H](O)[C@H](O)[C@H](O1)CO Benzyl-β-D-glucopyranose